FC1=C2C=CN(C2=C(C=C1)C)C1=CC(=CC=C1)N1CC(CC1)N1CCOCC1 4-fluoro-7-methyl-N-(3-(3-morpholinopyrrolidin-1-yl)phenyl)-1H-indole